CC(CBr)(C(CCC(C)(C1=CC=C(C=C1)C(C)OC)C)(C)C)C 2,2,3,3,6-pentamethyl-6-(4-alpha-methoxyethylphenyl)-1-bromoheptane